ON=C(N)C1=NC=C(C=N1)NC=1OC(=CN1)C1=CC=C(C=C1)C(F)(F)F N'-hydroxy-5-((5-(4-(trifluoromethyl)phenyl)oxazol-2-yl)amino)pyrimidine-2-carboxamidine